C(C)(C)(C)OC(CCOCCOCCN(C(CCC(N([C@H](C(=O)O)C)C)=O)=O)C1CCN(CC1)C(=O)OC(C)(C)C)=O (2S)-8-(1-(tert-Butoxycarbonyl)piperidin-4-yl)-2,3-dimethyl-4,7-dioxo-11,14-dioxa-3,8-diaza-heptadecanedioic acid 17-(tert-butyl) ester